C1CCC2C(CC3CC=CC231)C(=O)O octahydrocyclopenta[c]pentalene-4-carboxylic acid